C(C)(=O)OC1=C(N)C=C(C=C1)O 2-acetoxy-5-hydroxy-aniline